Cl.CNCC N-methylethan-1-amine HCl